C(CCCCCCCCC)C=1C=C(C=CC1)C1=NOC(=N1)[C@H]1CN(CC1)C(=O)OC(C)(C)C tert-butyl (R)-3-(3-(3-decylphenyl)-1,2,4-oxadiazol-5-yl)pyrrolidine-1-carboxylate